C(C)(C)(C)N1CCC(CC1)NC=1C=C(C=2N(N1)C(=CN2)C(C)C)N(C2=CC(=CC=C2)F)C(=O)OC(C)(C)C tert-butyl-4-((8-((tert-butoxycarbonyl)(3-fluorophenyl)amino)-3-isopropylimidazo[1,2-b]pyridazin-6-yl)amino)piperidine